ClC1=C(C(=O)P(C2=C(C=CC(=C2)C)C)(C(C2=C(C(=C(C(=C2Cl)OC)OC)OC)Cl)=O)=O)C(=C(C(=C1OC)OC)OC)Cl Bis(2,6-dichloro-3,4,5-trimethoxybenzoyl)-2,5-dimethylphenylphosphin oxid